ClC1=CC(=CC(=N1)C1=CC(=NC=N1)C(=O)NC)[C@@H]1N(CCNC1)S(=O)(=O)C (S)-6-(6-chloro-4-(1-(methylsulfonyl)piperazin-2-yl)pyridin-2-yl)-N-methylpyrimidine-4-carboxamide